N-[3-[3-(3,4-dimethoxyphenyl)imidazo[1,2-b]pyridazin-6-yl]phenyl]meth-anesulfonamide COC=1C=C(C=CC1OC)C1=CN=C2N1N=C(C=C2)C=2C=C(C=CC2)NS(=O)(=O)C